6-(5-(1-((1R,2R,3R,5S)-2-fluoro-8-azabicyclo[3.2.1]octan-3-yl)vinyl)pyrazin-2-yl)isoquinolin-7-ol F[C@H]1[C@H]2CC[C@@H](C[C@@H]1C(=C)C=1N=CC(=NC1)C=1C=C3C=CN=CC3=CC1O)N2